[Cl-].CC(C(=O)OCC[N+]1=CC=CC=C1)=C 1-{2-[(2-methylprop-2-enoyl)oxy]ethyl}pyridin-1-ium chloride